tert-Butyl (S)-3-(4-(4,6-dichloro-7H-pyrrolo[2,3-d]pyrimidin-7-yl)phenyl)morpholine-4-carboxylate ClC=1C2=C(N=CN1)N(C(=C2)Cl)C2=CC=C(C=C2)[C@@H]2N(CCOC2)C(=O)OC(C)(C)C